(E)-N-(4-chlorophenyl-ethyl)-2,3,4,9-tetrahydro-1H-carbazole-1-imine ClC1=CC=C(C=C1)CC/N=C/1\CCCC=2C3=CC=CC=C3NC12